N1CCC(CC1)C1=CNC2=NC=CC=C21 3-(Piperidin-4-yl)-1H-pyrrolo[2,3-b]pyridine